15-(2-(4-(16-hydroxy-14-(2-hydroxytetradecyl)-4,7,10-trioxa-14-azaoctacosyl)piperazin-1-yl)ethyl)-29-(2-hydroxytetradecyl)-19,22,25-trioxa-15,29-diazatritetracontane-13,31-diol OC(CN(CCCOCCOCCOCCCN1CCN(CC1)CCN(CC(CCCCCCCCCCCC)O)CCCOCCOCCOCCCN(CC(CCCCCCCCCCCC)O)CC(CCCCCCCCCCCC)O)CC(CCCCCCCCCCCC)O)CCCCCCCCCCCC